Methyl 5-(3-bromo-N-methylpyrazolo[1,5-a]pyridine-5-carboxamido)-2-chlorobenzoate BrC=1C=NN2C1C=C(C=C2)C(=O)N(C)C=2C=CC(=C(C(=O)OC)C2)Cl